C(C1=CC=CC=C1)OC1=C(C=C(C=C1)OC)B(O)O 2-(BENZYLOXY)-5-METHOXYPHENYLBORONIC ACID